7-(4,4,5,5-tetramethyl-1,3,2-dioxaborolan-2-yl)-3-oxa-9-azabicyclo[3.3.1]Non-6-ene-9-carboxylic acid tert-butyl ester C(C)(C)(C)OC(=O)N1C2COCC1C=C(C2)B2OC(C(O2)(C)C)(C)C